FC(C(=O)O)(F)F.ClC=1C=CC(=C(C1)C1=NC=NC(=C1)OC)N1N=NC(=C1)C 4-[5-chloro-2-(4-methyl-1H-1,2,3-triazol-1-yl)phenyl]-6-methoxypyrimidine trifluoroacetate